C(C1=CC=CC=C1)N1CC(CC1)C=1C=C2CN(C(C2=CC1)=O)C1C(NC(CC1)=O)=O 3-(5-(1-benzyl-pyrrolidin-3-yl)-1-oxo-isoindolin-2-yl)piperidine-2,6-dione